N1N=CC=2C1=NC=NC2N[C@H](C(=O)O)CCN(CCCCC2=NC=1NCCCC1C=C2)CCOCC (S)-2-((1H-pyrazolo[3,4-d]pyrimidin-4-yl)amino)-4-((2-ethoxyethyl)(4-(5,6,7,8-tetrahydro-1,8-naphthyridin-2-yl)butyl)amino)butanoic acid